(R)-N-(((S)-9-chloro-4-ethyl-8,10-difluoro-4-hydroxy-3,14-dioxo-3,4,12,14-tetrahydro-1H-pyrano[3',4':6,7]indolizino[1,2-b]quinolin-11-yl)methyl)-2-hydroxypropionamide ClC1=C(C=2C(=C3C(=NC2C=C1F)C1=CC2=C(C(N1C3)=O)COC([C@]2(O)CC)=O)CNC([C@@H](C)O)=O)F